C(C)(C)C1=C(C=CC=C1)C=1N(C(=C2CCC3=C(C12)C=CC=C3)C)C=3C=C(C=CC3OC)NC(C)=O N-(3-(1-(2-isopropylphenyl)-3-methyl-4,5-dihydro-2H-benzo[e]isoindol-2-yl)-4-methoxyphenyl)acetamide